2-((1-(6-fluoro-3-methyl-2-morpholino-4-oxo-3,4-dihydroquinazolin-8-yl)ethyl)amino)benzoic acid FC=1C=C2C(N(C(=NC2=C(C1)C(C)NC1=C(C(=O)O)C=CC=C1)N1CCOCC1)C)=O